4-(cyano)benzoylmethylenedimethyl-sulfur bromide C(#N)C1=CC=C(C(=O)C=[S](C)(C)Br)C=C1